(3R,4R)-4-((5-(3-(2,2-Difluoroethyl)-2-methyl-3H-imidazo[4,5-b]pyridin-5-yl)pyrrolo[2,1-f][1,2,4]triazin-2-yl)amino)tetrahydro-2H-pyran-3-ol FC(CN1C(=NC=2C1=NC(=CC2)C=2C=CN1N=C(N=CC12)N[C@H]1[C@H](COCC1)O)C)F